3-(3'-Adamantan-1-yl-4-hydroxyaminomethoxy-biphenyl-4-yl)-acrylic acid trifluoroacetate FC(C(=O)O)(F)F.C12(CC3CC(CC(C1)C3)C2)C=2C=C(C=CC2)C2=CCC(C=C2)(OCNO)C=CC(=O)O